2-(Hydroxymethyl)morpholine-4-carboxylic acid tert-butyl ester C(C)(C)(C)OC(=O)N1CC(OCC1)CO